CCCCCCCC/C=C\\C/C=C\\C=C\\C(=O)CCCC(=O)[O-] The molecule is an icosanoid anion that is the conjugate base of (6E,8Z,11Z)-5-oxoicosatrienoic acid (5-oxo-ETrE), obtained by deprotonation of the carboxy group; major species at pH 7.3. It is a conjugate base of a (6E,8Z,11Z)-5-oxoicosatrienoic acid.